(2S,4R)-1-((R)-2-(2-naphthoylamino)-3-cyclohexylpropionyl)-4-(piperidin-1-yl)pyrrolidine-2-carboxylic acid methyl ester COC(=O)[C@H]1N(C[C@@H](C1)N1CCCCC1)C([C@@H](CC1CCCCC1)NC(=O)C1=CC2=CC=CC=C2C=C1)=O